C1(=CC=CC2=CC=CC=C12)C/C=C/Br (E)-3-(1-naphthyl)-propenyl bromide